[N+](=O)([O-])C/C(/C(=O)C1=CC=CC=C1)=C\C1=CC(=CC=C1)[N+](=O)[O-] (E)-2-Nitromethyl-3-(3-nitrophenyl)-1-phenylprop-2-en-1-one